difluorophosphorus F[P]F